C(COCCOCCOCCO)O Tetra-Ethylene Glycol